CC1=C(C=CC=C1)NC=1C2=C(N=C(N1)C1=CC=NC=C1)C=NC=C2 N-(2-methylphenyl)-2-(pyridin-4-yl)pyrido[3,4-d]pyrimidin-4-amine